C(C)(C)(C)N1C=NC(=C1C=1NC(=CN1)C(=O)NC1=C(C=C(C=C1)CCC(=O)O)F)C1=CC=C(C=C1)F 3-(4-(3'-(tert-butyl)-5'-(4-fluorophenyl)-1H,3'H-[2,4'-biimidazole]-5-carboxamido)-3-fluorophenyl)propanoic acid